FC1(C[C@H]2C([C@H]2C1)C=O)F (1R,5S,6r)-3,3-difluorobicyclo[3.1.0]hexane-6-carbaldehyde